BrC1=CC(=C(C=2N=CSC21)/N=C/N(C)C)I (E)-N'-(7-bromo-5-iodo-1,3-benzothiazol-4-yl)-N,N-dimethylmethanimidamide